FC=1C=2N(C=C(C1)S(NC1(CC1)C#N)(=O)=O)C(=CN2)C(=O)[O-] 8-fluoro-6-(N-(1-cyanocyclopropyl)sulfamoyl)imidazo[1,2-a]pyridine-3-carboxylate